2-(2-(2-ethoxyethoxy)ethoxy)acetic acid C(C)OCCOCCOCC(=O)O